O=C1NC(CCC1N1C(C2=CC=CC(=C2C1=O)NCC=1C=NN(C1)C1CCN(CC1)C1CC2(C1)CCC2)=O)=O 2-(2,6-dioxopiperidin-3-yl)-4-(((1-(1-(spiro[3.3]heptan-2-yl)piperidin-4-yl)-1H-pyrazol-4-yl)methyl)amino)isoindoline-1,3-dione